N1=CC(=CC=C1)O[C@H]1C[C@H](NC1)C(=O)O (2S,4S)-4-(Pyridin-3-yloxy)pyrrolidine-2-carboxylic acid